O=C1N(C=2C=CC(=NC2CC1)NC(OC(C)(C)C)=O)C(C)C1=CC(=CC=C1)C(F)(F)F tert-butyl (6-oxo-5-(1-(3-(trifluoromethyl)phenyl)ethyl)-5,6,7,8-tetrahydro-1,5-naphthyridin-2-yl)carbamate